C(CCCCCC\C=C/C\C=C/CCCCC)C(OCCCN(C)C)O[Si](OCCCCCCCC\C=C/C\C=C/CCCCC)(C)C (17Z,20Z)-5-((8Z,11Z)-heptadeca-8,11-dien-1-yl)-N,N,7,7-tetramethyl-4,6,8-trioxa-7-silahexacosa-17,20-dien-1-amine